hydroxy-α-methylvaleric acid OC(C(=O)O)(CCC)C